N=1NN=NC1COC1=CC(=C(C(=O)O)C=C1)OC 4-((2H-tetrazol-5-yl)methoxy)-2-methoxybenzoic acid